1-(adamantane-1-yl)-1-methylpropyl methacrylate C(C(=C)C)(=O)OC(CC)(C)C12CC3CC(CC(C1)C3)C2